N-(tert-butyldimethylsilyl)piperazine [Si](C)(C)(C(C)(C)C)N1CCNCC1